racemic-1-(3-hydroxypropylamino)-1,2,3,4-tetrahydrocyclopenta[c]isoquinolin-5-one OCCCN[C@@H]1CCC=2NC(C=3C=CC=CC3C21)=O |r|